diisopropylpropione C(C)(C)C(CC(CC)=O)C(C)C